4-(1-(tert-Butoxycarbonyl)azetidin-3-yl)-3-oxopiperazine-1-carboxylic acid benzyl ester C(C1=CC=CC=C1)OC(=O)N1CC(N(CC1)C1CN(C1)C(=O)OC(C)(C)C)=O